sodium (2S,5R)-7-oxo-2-(N-propionylcarbamimidoyl)-1,6-diazabicyclo[3.2.1]octan-6-yl sulfate S(=O)(=O)(ON1[C@@H]2CC[C@H](N(C1=O)C2)C(NC(CC)=O)=N)[O-].[Na+]